NCC#CC1=C(C(=O)OC)C=CC(=C1)N1CC(C1)C1CCNCC1 methyl 2-(3-aminoprop-1-yn-1-yl)-4-(3-(piperidin-4-yl)azetidin-1-yl)benzoate